N-cyclopropyl-2-(difluoromethoxy)-4-[7-(1-hydroxy-2-imidazol-1-yl-1-methyl-ethyl)imidazo[1,2-a]pyridin-3-yl]-6-methoxy-benzamide C1(CC1)NC(C1=C(C=C(C=C1OC)C1=CN=C2N1C=CC(=C2)C(CN2C=NC=C2)(C)O)OC(F)F)=O